Cl.Cl.N1(C=NC=C1)C=1C=C(C(=O)N[C@@H]2CNCCC2)C=CN1 (S)-2-(1H-imidazol-1-yl)-N-(piperidin-3-yl)isonicotinamide dihydrochloride